methyl 4-bromo-2-hydroxy-3-(3-hydroxypropyl)benzoate BrC1=C(C(=C(C(=O)OC)C=C1)O)CCCO